C1(CC1)COC=1C=C(C(=O)N[C@H](CO)CC(C)C)C=CC1N1CC(C1)(F)F 3-(cyclopropylmethoxy)-4-(3,3-difluoroazetidin-1-yl)-N-[(2S)-1-hydroxy-4-methylpentane-2-yl]benzamide